[7-(furan-3-yl)-3,4-dihydro-2H-1-benzopyran-4-yl]methylamine O1C=C(C=C1)C1=CC2=C(C(CCO2)CN)C=C1